C(C)C1(CN(C1)CC=1NC2=CC(=CC=C2C1)CNC(=O)C=1N=C2N(C(C1)=O)C=CC=C2)CC N-({2-[(3,3-diethylazetidin-1-yl)methyl]-1H-indol-6-yl}methyl)-4-oxo-4H-pyrido[1,2-a]pyrimidine-2-carboxamide